C(C)(C)(C)C1N2C(C3=CC(=C(C=C3C1)C=1C=NC(=NC1)N1CC(CC1)C(=O)O)OC)=CC(C(=C2)C(=O)O)=O 6-tert-butyl-9-[2-(3-carboxypyrrolidin-1-yl)pyrimidin-5-yl]-10-methoxy-2-oxo-6,7-dihydro-2H-pyrido[2,1-a]isoquinoline-3-carboxylic acid